N1CNC2CN=CC=C21 TETRAHYDRO-IMIDAZO[4,5-C]PYRIDIN